C(C)(C)(C)OC(=O)N(C(OC(C)(C)C)=O)C1=C(C(=C(C=C1)C=1CCN(CC1)C)NCC(F)F)[N+](=O)[O-] tert-butyl (tert-butyl Oxycarbonyl)(3-((2,2-difluoroethyl)amino)-4-(1-methyl-1,2,3,6-tetrahydropyridin-4-yl)-2-nitro Phenyl)carbamate